C(C)OC(=O)C1=C(N=C(N1)[C@H]1N(CCCC1)C(=O)OC(C)(C)C)C1=CC=C(C=C1)C(NC1=NC=C(C=C1)Cl)=O tert-butyl (S)-2-(5-(ethoxycarbonyl)-4-(4-((5-chloropyridin-2-yl)carbamoyl)phenyl)-1H-imidazol-2-yl)piperidine-1-carboxylate